4-((2S,5S)-5-(methoxymethyl)-2-methyl-4-(1-(4-(trifluoromethyl)phenyl)propyl)piperazin-1-yl)-1-methyl-2-oxo-1,2-dihydropyrido[3,2-d]pyrimidine-6-carbonitrile COC[C@H]1N(C[C@@H](N(C1)C=1C2=C(N(C(N1)=O)C)C=CC(=N2)C#N)C)C(CC)C2=CC=C(C=C2)C(F)(F)F